7-chloro-4-oxoisochromane-3-carboxylic anhydride ClC1=CC=C2C(C(OCC2=C1)C(=O)OC(=O)C1OCC2=CC(=CC=C2C1=O)Cl)=O